7-(bromomethyl)-5-(4-methoxyphenyl)-3-methylquinoxalin-2(1H)-one BrCC1=CC(=C2N=C(C(NC2=C1)=O)C)C1=CC=C(C=C1)OC